C(=C)(C)[C@@H](CO)CC=C(C)C (S)-2-isopropenyl-5-methyl-4-hexen-1-ol